FC=1C=C2C(=NC1)NC=C2C2=NN1C(C(=N2)N[C@@H]2[C@H](C3CCC2CC3)C(=O)O)=CC=C1C(NC)=O (1R,2S,3S,4R)-3-((2-(5-fluoro-1H-pyrrolo[2,3-b]pyridin-3-yl)-7-(methylcarbamoyl)pyrrolo[2,1-f][1,2,4]triazin-4-yl)amino)bicyclo[2.2.2]octane-2-carboxylic acid